C(C)(C)(C)OC(N(C1=CC=CC=C1)C(=O)C1=NON=C1C(C)C)=O.OC1=CC=C(C(=O)NC2=CC=C(C=C2)O)C=C1 4-hydroxy-N-(4-hydroxyphenyl)benzamide Tert-Butyl-(4-isopropyl-1,2,5-oxadiazole-3-carbonyl)(phenyl)carbamate